BrC=1C=C(C=C(C1Cl)Cl)O 3-bromo-4,5-dichlorophenol